C(C\C=C/C)O (Z)-3-penten-1-ol